C(#N)C1=CC(=C(C=C1)NC1=NC=CC(=N1)C(=O)NC=1C=NC=CC1C1=CC=CC=C1)F 2-((4-cyano-2-fluorophenyl)amino)-N-(4-phenylpyridin-3-yl)pyrimidine-4-carboxamide